N1N=CC(=C1)C=1C=CC(=NC1)N1C(N(C2(C1)CCN(CC2)C(C(C)O)=O)CC2=CC(=CC=C2)OC)=O 3-(5-(1H-pyrazol-4-yl)pyridin-2-yl)-8-(2-hydroxypropionyl)-1-(3-methoxybenzyl)-1,3,8-triazaspiro[4.5]decan-2-one